Methyl 2-(5-fluoro-2-(3-fluoro-1-methyl-1H-pyrazol-4-yl)phenyl)imidazo[1,2-a]pyridine-7-carboxylate FC=1C=CC(=C(C1)C=1N=C2N(C=CC(=C2)C(=O)OC)C1)C=1C(=NN(C1)C)F